(1R,2S,5S)-3-((S)-2-(2,2-difluoroethanethioamido)-3,3-dimethylbutanoyl)-6,6-dimethyl-3-azabicyclo[3.1.0]hexane-2-carboxylic acid FC(C(N[C@H](C(=O)N1[C@@H]([C@H]2C([C@H]2C1)(C)C)C(=O)O)C(C)(C)C)=S)F